ClC1=CC=C(S1)CNC1=CC(=NN1C(C(C)(C)C)=O)C1CCN(CC1)CCC1=NC=CC=C1 1-(5-{[(5-Chlorothiophen-2-yl)methyl]amino}-3-{1-[2-(pyridin-2-yl)ethyl]piperidin-4-yl}-1H-pyrazol-1-yl)-2,2-dimethylpropan-1-on